2-CYANO-3-(TRIFLUOROMETHYL)PHENYLBORONIC ACID C(#N)C1=C(C=CC=C1C(F)(F)F)B(O)O